FC(C(C)(C)O)(F)C=1C(=C(C=CC1)[C@@H](C)NC1=NC(=NC=2C=C3C(=CC12)N(C(N3C)=O)C)C)F (R)-8-((1-(3-(1,1-difluoro-2-hydroxy-2-methylpropyl)-2-fluorophenyl)ethyl)amino)-1,3,6-trimethyl-1,3-dihydro-2H-imidazo[4,5-g]quinazolin-2-one